FC(CN1CC=2C=C(C=NC2CC1)[N+](=O)[O-])F 6-(2,2-difluoroethyl)-3-nitro-5,6,7,8-tetrahydro-1,6-naphthyridine